N-(pyridin-3-yl)-N-(4-(5-(trifluoromethyl)-1,3,4-oxadiazol-2-yl)benzyl)methanesulfonamide N1=CC(=CC=C1)N(S(=O)(=O)C)CC1=CC=C(C=C1)C=1OC(=NN1)C(F)(F)F